BrC1=CC(=C(C=C1)NC(=O)C1=C(C=NN1C1OCCCC1)O)C N-(4-bromo-2-methylphenyl)-4-hydroxy-1-(tetrahydro-2H-pyran-2-yl)-1H-pyrazole-5-carboxamide